C(C\C=C\CCCCC)=O trans-3-nonenal